N-methyl-tyramine hydrochloride Cl.CNCCC1=CC=C(C=C1)O